FC1=CC=C(C=C1)C1=C(CCC(C1)(C)C)CN1C2CN(C(C1)C2)CC=2C=C1CN(C(C1=CC2)=O)C2C(NC(CC2)=O)=O 3-(5-((5-((4'-fluoro-5,5-dimethyl-3,4,5,6-tetrahydro-[1,1'-biphenyl]-2-yl)methyl)-2,5-diazabicyclo[2.2.1]heptane-2-yl)methyl)-1-oxoisoindolin-2-yl)piperidine-2,6-dione